4-((1S,4S)-2-oxa-5-azabicyclo[2.2.1]heptan-5-yl)-6-chloropyrimidine [C@@H]12OC[C@@H](N(C1)C1=NC=NC(=C1)Cl)C2